(R)-1-(p-tolyl)ethyl 2-(((tert-butyldimethylsilyl)oxy)methyl)-4-(6-(1-methyl-1H-pyrazol-4-yl)pyrazolo[1,5-a]pyridin-3-yl)piperazine-1-carboxylate [Si](C)(C)(C(C)(C)C)OCC1N(CCN(C1)C=1C=NN2C1C=CC(=C2)C=2C=NN(C2)C)C(=O)O[C@H](C)C2=CC=C(C=C2)C